((2,2,2-trifluoroethyl)amino)-8H-pyrido[1,2-a]pyrimidin-8-one FC(CNC1=NC=2N(C=C1)C=CC(C2)=O)(F)F